1'-(1-methyl-1H-pyrazol-5-yl)spiro[cyclobutane-1,3'-indoline]-2'-one CN1N=CC=C1N1C(C2(C3=CC=CC=C13)CCC2)=O